N1-(1H-pyrrolo[3,2-b]pyridin-3-yl)-N2-(5,6,7,8-tetrahydro-quinolin-3-yl)oxalamide N1C=C(C2=NC=CC=C21)NC(C(=O)NC=2C=NC=1CCCCC1C2)=O